C(C)(=O)O.C(C)(=O)O.C(C)(=O)O.C(C)(=O)O.CCCCCCCCCCCC dodecane tetraacetate